N-(4-{[6,7-bis(methyloxy)quinolin-4-yl]oxy}phenyl)-N'-phenylcyclopropane-1,1-dicarboxamide COC=1C=C2C(=CC=NC2=CC1OC)OC1=CC=C(C=C1)NC(=O)C1(CC1)C(=O)NC1=CC=CC=C1